[N+]12(CCN(CC1)CC2)C2=NC(=C(C1=CC3=C(C=C21)NN=C3)C3=CC=C(C=C3)F)C3(CC3)OCC3=CC=CC=C3 8-(4-aza-1-azoniabicyclo[2.2.2]oct-1-yl)-6-(1-benzyloxycyclopropyl)-5-(4-fluorophenyl)-1H-pyrazolo[4,3-g]isoquinoline